(4-chloro-6-(octadecylthio)-1,3,5-triazin-2-yl)thiooctanoic acid butyl ester C(CCC)OC(C(CCCCCC)C1=NC(=NC(=N1)Cl)SCCCCCCCCCCCCCCCCCC)=S